BrC=1C=C(C=CC1)C(C(O)C1=NN=CN1C)C 2-(3-bromophenyl)-1-(4-methyl-4H-1,2,4-triazol-3-yl)propan-1-ol